[Si](C1=CC=CC=C1)(C1=CC=CC=C1)(C(C)(C)C)OC[C@H]1OC[C@@H]([C@@H]2[C@H]1OC(O2)(C)C)NC(C)=O N-((3aR,4R,7S,7aR)-4-(((tert-butyldiphenylsilyl)oxy)methyl)-2,2-dimethyltetrahydro-4H-[1,3]dioxolo[4,5-c]pyran-7-yl)acetamide